ClC=1C=C2C=C(C(=NC2=CC1)CC(C)O)N 6-CHLORO-3-AMINO-2-(2-HYDROXYPROPYL)QUINOLINE